4-(2,6-bis(bis(2-methoxyethyl)amino)-8-(methyl(propyl)amino)pyrimido[5,4-d]pyrimidin-4-yl)thiomorpholine 1,1-dioxide COCCN(C=1N=C(C2=C(N1)C(=NC(=N2)N(CCOC)CCOC)N(CCC)C)N2CCS(CC2)(=O)=O)CCOC